3,4,5-trimethyl-8,9-dihydropyrido[3',2':4,5]pyrrolo[1,2-a]pyrazin CC1=C(C=2C(=C3N(CCN=C3)C2N=C1)C)C